tert-butyl (4-(1,1,1,3,3,3-hexafluoro-2-hydroxypropan-2-yl)benzyl)carbamate FC(C(C(F)(F)F)(O)C1=CC=C(CNC(OC(C)(C)C)=O)C=C1)(F)F